2-Chloro-4-((3S)-8-(4-(4-((4-(4-((2,6-dioxo-piperidin-3-yl)amino)-phenyl)piperazin-1-yl)-methyl)piperidine-1-carbonyl)phenyl)-3-methyl-2,8-diazaspiro[4.5]decan-2-yl)benzonitrile ClC1=C(C#N)C=CC(=C1)N1CC2(C[C@@H]1C)CCN(CC2)C2=CC=C(C=C2)C(=O)N2CCC(CC2)CN2CCN(CC2)C2=CC=C(C=C2)NC2C(NC(CC2)=O)=O